5-(4-fluorobenzyl)-3-((2-fluorobenzyl)amino)-4H-benzo[e][1,2,4]thiadiazine 1,1-dioxide FC1=CC=C(CC2=CC=CC3=C2NC(=NS3(=O)=O)NCC3=C(C=CC=C3)F)C=C1